8-chloro-5-methyl-1-(2,6-diazaspiro[3.3]heptan-6-yl)-5,6-dihydro-4H-benzo[f][1,2,4]-triazolo[4,3-a][1,4]diazepine TFA salt OC(=O)C(F)(F)F.ClC=1C=CC2=C(CN(CC=3N2C(=NN3)N3CC2(CNC2)C3)C)C1